CC1=CC=C2C(NC(=NC2=C1)C1=CC=C(C=C1)C)=O 7-methyl-2-(p-tolyl)quinazolin-4(3H)-one